3-(4-(hydroxymethyl)-1-oxoisoindolin-2-yl)piperidine-2,6-dione OCC1=C2CN(C(C2=CC=C1)=O)C1C(NC(CC1)=O)=O